N-hexylimidazole-1-carboxamide C(CCCCC)NC(=O)N1C=NC=C1